COC=1C=C(C=CC1)P(C1=CC(=CC=C1)OC)C1=CC(=CC=C1)OC tris(m-methoxyphenyl)phosphine